tertiary butyl hydroxy peroxide OOOC(C)(C)C